7-bromo-1-methyl-2-oxo-4-{4-[3-(trifluoromethoxy)phenoxy]piperidin-1-yl}-1,2-dihydroquinoline-3-carbonitrile BrC1=CC=C2C(=C(C(N(C2=C1)C)=O)C#N)N1CCC(CC1)OC1=CC(=CC=C1)OC(F)(F)F